(S)-4-(3-(5-Fluoro-2-methoxypyridin-4-yl)-1H-pyrazole-5-carbonyl)-N-((S)-1-(2-hydroxy-2-methylpropyl)pyrrolidin-3-yl)-4-azaspiro[2.5]octane-7-carboxamide FC=1C(=CC(=NC1)OC)C1=NNC(=C1)C(=O)N1C2(CC2)C[C@H](CC1)C(=O)N[C@@H]1CN(CC1)CC(C)(C)O